4-bromo-5-chloropyridine-2-carbonitrile BrC1=CC(=NC=C1Cl)C#N